N-(3-fluoro-5-(trifluoromethyl)phenyl)-6-(1-methyl-1H-imidazole-5-carbonyl)-4,5,6,7-tetrahydrothieno[2,3-c]pyridine-3-carboxamide FC=1C=C(C=C(C1)C(F)(F)F)NC(=O)C1=CSC=2CN(CCC21)C(=O)C2=CN=CN2C